N-tertiary butyl-ethanolamine C(C)(C)(C)NCCO